C(C1=CC=CC=C1)OC=1C(C(=CN2C1C(N1[C@H](CCC([C@H]2C1)=CC(=O)OCC)C)=O)C(NCC1=C(C=C(C=C1F)F)F)=O)=O ethyl 2-((3S,7S)-12-(benzyloxy) 3-methyl-1,11-dioxo-10-((2,4,6-trifluorobenzyl)carbamoyl)-1,4,5,11-tetrahydro-3H-2,7-methanopyrido[1,2-a][1,4]diazonin-6(7H)-ylidene)acetate